CC1=NN(C(=C1)N1CCN(CC1)[C@H]1C[C@H](NC1)C(=O)N1CSCC1)C1=CC=CC=C1 ((2S,4S)-4-(4-(3-methyl-1-phenyl-1H-pyrazol-5-yl)piperazin-1-yl)pyrrolidin-2-yl)(thiazolidin-3-yl)methanone